4,5-difluoro-1,2-diiodobenzene FC1=CC(=C(C=C1F)I)I